Phenyl (S)-(1-(5-(3-cyano-6-ethoxypyrazolo[1,5-a]pyridin-4-yl)pyridin-2-yl)-4-((3,4-dimethylpiperazin-1-yl)methyl)piperidin-4-yl)carbamate C(#N)C=1C=NN2C1C(=CC(=C2)OCC)C=2C=CC(=NC2)N2CCC(CC2)(CN2C[C@@H](N(CC2)C)C)NC(OC2=CC=CC=C2)=O